C(CCC)OC(C=1C(C(=O)OCCCC)=CC=CC1)=O.C(C=1C(C(=O)OCC(CCCC)CC)=CC=CC1)(=O)OCC(CCCC)CC di(2-ethylhexyl) phthalate dibutyl-phthalate